2-((2-methoxy-4-(2-methyl-1H-imidazol-1-yl)phenyl)amino)-4-((2-methoxyethyl)amino)-7H-pyrrolo[2,3-d]pyrimidine-5-carbonitrile COC1=C(C=CC(=C1)N1C(=NC=C1)C)NC=1N=C(C2=C(N1)NC=C2C#N)NCCOC